N-[1-(2,2-difluorocyclopropyl)-1H-pyrazol-3-yl]-4-methyl-3-[2-(pyridin-3-yl)ethynyl]benzamide FC1(C(C1)N1N=C(C=C1)NC(C1=CC(=C(C=C1)C)C#CC=1C=NC=CC1)=O)F